C(C)(C)(C)OC(=O)[C@@]1(C([C@@H](O[C@@H]1CO)N1C(=O)NC(N)(C=C1)C(=O)OC(C)(C)C)(F)F)O 3',4-di-t-butoxycarbonyl-2'-deoxy-2',2'-difluorocytidine